O=C1N(N=C(C=C1C(=O)O)C1=CC=C(C=C1)OC(F)(F)F)C=1C=NC=CC1 3-oxo-2-(pyridin-3-yl)-6-[4-(trifluoromethoxy)phenyl]-2,3-dihydropyridazine-4-carboxylic acid